C(#N)C1=NC(=C(C=C1C(=O)OC)C)N1CCC2(C(N3[C@H](O2)CC[C@H]3C3=CC=CC=C3)=O)CC1 methyl 2-cyano-5-methyl-6-[(5'S,7a'R)-3'-oxo-5'-phenyltetrahydro-1H,3'H-spiro[piperidine-4,2'-pyrrolo[2,1-b][1,3]oxazol]-1-yl]pyridine-3-carboxylate